CC1=NN(C2=CC(=CC=C12)N)C1OCCCC1 3-methyl-1-tetrahydropyran-2-yl-indazol-6-amine